CC=1C=NC=CC1C1=NNC(=C1)NC(CC)=O N-(3-(3-methylpyridin-4-yl)-1H-pyrazol-5-yl)propanamide